butyl 6-chloro-3-iodo-5-(trifluoromethyl)-1H-pyrazolo[3,4-b]pyridine-1-carboxylate ClC1=C(C=C2C(=N1)N(N=C2I)C(=O)OCCCC)C(F)(F)F